3,5-Bis(4-ethylbenzylidene)-1-methylpiperidin-4-one C(C)C1=CC=C(C=C2CN(CC(C2=O)=CC2=CC=C(C=C2)CC)C)C=C1